C(C)(C)(C)OC(=O)N=[S@](=O)(C1=CC=C(C=C1)C)N1[C@@H](C[C@@H](C1)C)C(=O)OC Methyl (2S,4S)-1-((R)-N-(tert-butoxycarbonyl)-4-methylphenylsulfonimidoyl)-4-methylpyrrolidine-2-carboxylate